5-(2-amino-6-fluoropyridin-3-yl)-3,3-dimethylisoindolin-1-one NC1=NC(=CC=C1C=1C=C2C(NC(C2=CC1)=O)(C)C)F